NC=1NC=NN1 2-amino-1,3,4-triazole